Isopropyl ((S)-(((4R,5R)-4-((tert-butyldimethylsilyl)oxy)-5-(2,4-dioxo-3,4-dihydropyrimidin-1(2H)-yl)-4,5-dihydrofuran-2-yl)methoxy)(phenoxy)phosphoryl)-L-alaninate [Si](C)(C)(C(C)(C)C)O[C@@H]1C=C(O[C@H]1N1C(NC(C=C1)=O)=O)CO[P@](=O)(OC1=CC=CC=C1)N[C@@H](C)C(=O)OC(C)C